3-[3-[[ethyl(methyl)sulfamoyl]amino]-2,5-difluoro-benzoyl]-5-(6-piperazin-1-yl-3-pyridyl)-1H-pyrrolo[2,3-b]pyridine C(C)N(S(=O)(=O)NC=1C(=C(C(=O)C2=CNC3=NC=C(C=C32)C=3C=NC(=CC3)N3CCNCC3)C=C(C1)F)F)C